C(C=C)O[C-]1C=CC=C1.[CH-]1C=CC=C1.[Fe+2] allyloxyferrocene